FC(C(=O)O)(F)F.BrC=1C=2[C@@]34[C@@H]([C@H](CC2C=CC1O)N(CC4)C)CCCC3 (1S,9S,10S)-3-bromo-4-hydroxy-17-methyl-17-azatetracyclo[7.5.3.01,10.02,7]-heptadeca-2(7),3,5-triene trifluoroacetate salt